ClC=1C=C(C=CC1OCC1=NC=CC=C1)NC1=NC=NC2=CC(=C(C=C12)[N+](=O)[O-])C#CC1[C@@H]2CN(C[C@H]12)C(=O)OC(C)(C)C tert-butyl (1r,5s,6r)-6-((4-((3-chloro-4-(pyridin-2-ylmethoxy) phenyl)-amino)-6-nitroquinazolin-7-yl) ethynyl)-3-azabicyclo[3.1.0]hexane-3-carboxylate